(5-chloro-4-(((3R,6S)-6-(hydroxymethyl)tetrahydro-2H-pyran-3-yl)amino)-1H-pyrrolo[2,3-b]pyridin-3-yl)(2-chloro-4-(2-fluoro-3-methoxyphenoxy)phenyl)methanone ClC=1C(=C2C(=NC1)NC=C2C(=O)C2=C(C=C(C=C2)OC2=C(C(=CC=C2)OC)F)Cl)N[C@H]2CO[C@@H](CC2)CO